6-phenyl-1,3-oxazine C1(=CC=CC=C1)C1=CC=NCO1